(2,4-Dimethoxybenzyl)-N-methylamine COC1=C(CNC)C=CC(=C1)OC